FC1COC2COP(OC3COC(COP(OC12)(=O)O)C3F)(=O)S 9,18-difluoro-3-sulfanyl-12-hydroxy-2,4,7,11,13,16-hexaoxa-3λ5,12λ5-diphosphatricyclo[13.2.1.06,10]octadecane-3,12-dione